N1(N=NN=C1)C[C@H](C)OC1=C(C#N)C=CC(=C1)C=1C=NC(=NC1)NC=1C(=NN(C1)C1CCC(CC1)N1C[C@@H](O[C@@H](C1)C)C)O 2-(((S)-1-(1H-tetrazol-1-yl)propan-2-yl)oxy)-4-(2-((1-((1r,4r)-4-((2S,6R)-2,6-di-methylmorpholino)cyclohexyl)-3-hydroxy-1H-pyrazol-4-yl)amino)pyrimidin-5-yl)benzonitrile